6-[(oxan-4-yl)amino]imidazo[1,2-b]pyridazine-3-carbonitrile O1CCC(CC1)NC=1C=CC=2N(N1)C(=CN2)C#N